N[C@](C(=O)O)(C)C=1C=NC=C(C1)C=O (2R)-2-AMINO-2-(5-FORMYL(3-PYRIDYL))PROPANOIC ACID